FC(CN1C(=NC2=C1C=C(C=C2F)C2=CNC=1N=C(N=C(C12)OC)NC1CC(C1)(C)NC(C)=O)C)F N-((1r,3r)-3-((5-(1-(2,2-difluoroethyl)-4-fluoro-2-methyl-1H-benzo[d]imidazol-6-yl)-4-methoxy-7H-pyrrolo[2,3-d]pyrimidin-2-yl)amino)-1-methylcyclobutyl)acetamide